NC1=NNC2=CC=C(C=C12)C1=CC(=NC=C1)NC=1C=C(C=CC1)CO (3-((4-(3-amino-1H-indazol-5-yl)pyridine-2-yl)amino)phenyl)methanol